lithium laurate salt C(CCCCCCCCCCC)(=O)[O-].[Li+]